1-(2-chloro-7-methyl-3-(pyridin-3-yl)quinolin-5-yl)ethan-1-one ClC1=NC2=CC(=CC(=C2C=C1C=1C=NC=CC1)C(C)=O)C